2-(5-chloro-2-(4-((4-methylpiperazin-1-yl)methyl)phenylamino)pyrimidin-4-ylamino)-N,N-dimethylbenzenesulfonamide ClC=1C(=NC(=NC1)NC1=CC=C(C=C1)CN1CCN(CC1)C)NC1=C(C=CC=C1)S(=O)(=O)N(C)C